6-fluoro-8-methoxy-5H-pyrido[3,2-b]indole FC1=CC(=CC=2C3=C(NC12)C=CC=N3)OC